ClC1=CC(=C(S1)C=1N=C(C=NC1)C)/C=N/O 5-(5-chloro-3-((E)-(hydroxyimino)methyl)thiophen-2-yl)-3-methylpyrazine